ClC=1C=C(C=CC1)C1=CC1(F)F 1-(3-chlorophenyl)-3,3-difluoro-cyclopropene